2-ethyl-1,3-dimethylbenzoimidazole C(C)C1N(C2=C(N1C)C=CC=C2)C